BrC=1C=CC(=C(C(=O)OC)C1)O methyl 5-bromo-2-hydroxybenzoate